11-methyldodecyl 6-(2-hydroxyethylamino)hexanoate OCCNCCCCCC(=O)OCCCCCCCCCCC(C)C